(3R)-3-{[2-(thien-3-yl)[1,2,4]triazolo[1,5-c]quinazolin-5-yl]amino}pyrrolidin-2-one S1C=C(C=C1)C1=NN2C(=NC=3C=CC=CC3C2=N1)N[C@H]1C(NCC1)=O